OC[Sn](CCCC)(CCCC)CCCC hydroxymethyl-tributylstannane